C(C1=CC=C(C(=O)[O-])C=C1)(=O)OC(CCC(C)C)CCC(C)C isopentyl-isohexyl terephthalate